C1(C(CCCC1)C(=O)OCCCCCCCCCC)C(=O)OCCCCCCCCCC didecyl 1,2-cyclohexanedicarboxylate